2-[4-Amino-5-(5-chloro-2-isopropyl-4-methoxy-phenoxy)-pyrimidin-2-ylamino]-butan-1-ol NC1=NC(=NC=C1OC1=C(C=C(C(=C1)Cl)OC)C(C)C)NC(CO)CC